FC1=C(C#N)C=CC(=C1)C1=CN=C(N1)C1N(CCCC1)C(C(C)SC)=O 2-fluoro-4-(2-(1-(2-(methylthio)propanoyl)piperidin-2-yl)-1H-imidazol-5-yl)benzonitrile